NC1=C(C=C(C=C1)N1CCC(CC1)N(C)C1CCC1)NC(OC(C)(C)C)=O tert-butyl (2-amino-5-(4-(cyclobutyl(methyl)amino)piperidin-1-yl)phenyl)carbamate